7-(2-(5,8-dioxaspiro[3.4]octan-2-yl)ethyl)-1,2,3,4-tetrahydro-1,8-naphthyridine C1C(CC12OCCO2)CCC2=CC=C1CCCNC1=N2